C1CC12CCN(CC2)C(C(CCSC)NC(C2=C(C=C(C=C2)Cl)Cl)=O)=O N-(1-{6-azaspiro[2.5]octan-6-yl}-4-(methylsulfanyl)-1-oxobutan-2-yl)-2,4-dichlorobenzamide